tert-butyl (cis-4-(2-(4-(2,3-dichlorophenyl)piperazin-1-yl)ethyl)-4-fluorocyclohexyl)carbamate ClC1=C(C=CC=C1Cl)N1CCN(CC1)CCC1(CCC(CC1)NC(OC(C)(C)C)=O)F